7-hydroxy-3-(7-hydroxy-2,2-dimethyl-2H-benzopyran-6-yl)chroman-4-one OC1=CC=C2C(C(COC2=C1)C=1C(=CC2=C(C=CC(O2)(C)C)C1)O)=O